[C@H]12CN(C[C@H](CC1)N2)C2=NC(=NC1=C(C(=C(C=C21)Cl)C2=C(C=CC=C2F)O)F)OC2=CC(=CC=C2)N(C)C 2-(4-((1R,5S)-3,8-diazabicyclo[3.2.1]octan-3-yl)-6-chloro-2-(3-(dimethylamino)phenoxy)-8-fluoroquinazolin-7-yl)-3-fluorophenol